methyl (S)-2-((2-((4-chloro-2-fluorobenzyl) oxy)-4-methyl-5,8-dihydro-1,7-naphthyridin-7(6H)-yl) methyl)-1-(oxetan-2-ylmethyl)-1H-benzo[d]imidazole-6-carboxylate ClC1=CC(=C(COC2=NC=3CN(CCC3C(=C2)C)CC2=NC3=C(N2C[C@H]2OCC2)C=C(C=C3)C(=O)OC)C=C1)F